trans-4-[(2-amino-3,5-dibromo-phenyl)methyl-amino]cyclohexanol methyl-4-(2,5-dichloropyrimidin-4-yl)-1-((2-(trimethylsilyl)ethoxy)methyl)-1H-pyrazole-3-carboxylate CC1=C(C(=NN1COCC[Si](C)(C)C)C(=O)O[C@@H]1CC[C@H](CC1)NCC1=C(C(=CC(=C1)Br)Br)N)C1=NC(=NC=C1Cl)Cl